N-(2-((3S,4R)-3,4-difluoropyrrolidin-1-yl)-4-(2-fluorophenyl)pyridin-3-yl)-2-methoxypyrimidine-5-carboxamide F[C@H]1CN(C[C@H]1F)C1=NC=CC(=C1NC(=O)C=1C=NC(=NC1)OC)C1=C(C=CC=C1)F